BrC1=C(C(=C2CCCC2=C1)NC(OC(C)(C)C)=O)F tert-butyl (6-bromo-5-fluoro-2,3-dihydro-1H-inden-4-yl)carbamate